C12=CC=C([NH2+]1)C=C1C=CC(=N1)C=C1C=CC(N1)=CC=1C=CC(N1)=C2 porphinium